5-((2S)-2-Methylcyclopropyl)-N-((1R,3r,5S)-8-(((1-methylpiperidin-4-yl)methyl)sulfonyl)-8-azabicyclo(3.2.1)octan-3-yl)isoxazole-3-carboxamide C[C@@H]1C(C1)C1=CC(=NO1)C(=O)NC1C[C@H]2CC[C@@H](C1)N2S(=O)(=O)CC2CCN(CC2)C